tert-Butyl 3-(7-(thiazol-2-yl)-5-(1,1,1-trifluoro-2-methoxypropan-2-yl)-4-(trifluoromethoxy)benzo[d]oxazol-2-yl)-3,8-diazabicyclo[3.2.1]octane-8-carboxylate S1C(=NC=C1)C1=CC(=C(C=2N=C(OC21)N2CC1CCC(C2)N1C(=O)OC(C)(C)C)OC(F)(F)F)C(C(F)(F)F)(C)OC